C(C)(C)NC(O[C@H]1C[C@H](CC1)C1=CC(=NN1)NC(=O)C=1C=C2C=NNC2=C(C1)C=O)=O (1R,3S)-3-(3-(7-formyl-1H-indazole-5-carboxamido)-1H-pyrazol-5-yl)cyclopentyl isopropylcarbamate